[NH4+].CON=C(C(=O)[O-])C=1OC=CC1 (methoxyimino)-2-furylacetic acid ammonium salt